(4-(phenylthio) benzyl) prop-2-ene(dithioperoxoate) C(C=C)(=O)SSCC1=CC=C(C=C1)SC1=CC=CC=C1